5-(2-(4-((2-(4-([1,4'-bipiperidin]-4-ylmethyl)piperazin-1-yl)pyrimidin-4-yl)methoxy)phenyl)propan-2-yl)-3-chloro-2-(2-chloroethoxy)benzonitrile trifluoroacetate FC(C(=O)O)(F)F.N1(CCC(CC1)CN1CCN(CC1)C1=NC=CC(=N1)COC1=CC=C(C=C1)C(C)(C)C=1C=C(C(=C(C#N)C1)OCCCl)Cl)C1CCNCC1